bis(2-methyl-1-naphthyl)-2,5-dimethylphenylphosphine oxide CC1=C(C2=CC=CC=C2C=C1)P(C1=C(C=CC(=C1)C)C)(C1=C(C=CC2=CC=CC=C12)C)=O